C(CCCCCCCCCCCCCCCCCCCCC)C=C(C(=O)OCCCCCCCCCCCCCCCCCCCCCC)C 1-docosanol (behenyl)methacrylate